O1CC(C1)C12CC(C1)(C2)CC(=O)N (3-(oxetan-3-yl)bicyclo[1.1.1]pentan-1-yl)acetamide